1'-methylsulfanylspiro[1,3-dioxolane-2,6'-5,7-dihydro-4H-2-benzothiophene] CSC=1SC=C2C1CC1(CC2)OCCO1